FC1=CC=C(C(=N1)C)C=1C=C(C=C2C([C@H](COC12)CC1CCC(CC1)NC(OC(C)(C)C)=O)=O)CN1C(N(C=C1)C)=N tert-Butyl (S)-(4-((8-(6-fluoro-2-methylpyridin-3-yl)-6-((2-imino-3-methyl-2,3-dihydro-1H-imidazol-1-yl)methyl)-4-oxochroman-3-yl)methyl)cyclohexyl)carbamate